O=C1NC(C=CC1N1C(C2=CC=C(C=C2C1=O)N1CC(CC1)CN1CCC(CC1)C1=C(C=C(C=C1)NC=1N=C(N=NC1C(=O)N)O)F)=O)=O 5-((4-(1-((1-(2-(2,6-dioxopyridin-3-yl)-1,3-dioxoisoindolin-5-yl)pyrrolidin-3-yl)methyl)piperidin-4-yl)-3-fluorophenyl)amino)-3-hydroxy-1,2,4-triazine-6-carboxamide